2-hydroxy-o-phenylphenol OC1(C(C=CC=C1)O)C1=CC=CC=C1